N-(6-(2-acetamidoprop-2-yl)-5-(furan-3-yl)pyridin-2-yl)cyclopropanecarboxamide C(C)(=O)NC(C)(C)C1=C(C=CC(=N1)NC(=O)C1CC1)C1=COC=C1